FC1=C(C=C2C(=C(N(C2=C1)C1=CC(=C(C=C1)F)C)C(C)C)C#N)O 6-fluoro-1-(4-fluoro-3-methylphenyl)-5-hydroxy-2-isopropyl-1H-indole-3-carbonitrile